C(CCC(=O)OCC=1SC(=CC1)Br)(=O)OCC=1SC(=CC1)Br bis((5-bromothiophene-2-yl) methyl) succinate